[Zn].N1=CC=CC=C1.N1=CC=CC=C1.N1=CC=CC=C1.N1=CC=CC=C1 tetrapyridine zinc